CC1=NN=C2N1C1=CC=CC=C1C(=N2)NC=2C=NC=CC2 methyl-N-(pyridin-3-yl)-[1,2,4]triazolo[4,3-a]quinazolin-5-amine